[1-[(5R)-4-[Methyl(tetrahydropyran-4-yl)amino]-5-oxido-6,7-dihydrothieno[3,2-d]pyrimidin-5-ium-2-yl]azetidin-3-yl]-4-methylbenzoat CN(C=1C2=C(N=C(N1)N1CC(C1)OC(C1=CC=C(C=C1)C)=O)CC[S@+]2[O-])C2CCOCC2